ClC1=C(C=CC=C1OCC1=C(C=C(C=C1)C#N)F)C1CCN(CC1)CC1=NC2=C(N1C)C=C(C=C2OC(F)F)C(=O)O 2-((4-(2-Chloro-3-((4-cyano-2-fluorobenzyl)oxy)phenyl)piperidin-1-yl)methyl)-4-(difluoromethoxy)-1-methyl-1H-benzo[d]imidazole-6-carboxylic acid